(1r,4r)-4-(1,2,4-oxadiazol-5-yl)cyclohexane-1-carbaldehyde O1N=CN=C1C1CCC(CC1)C=O